ClC1=C(C=CC(=C1)F)C1=CC(OC2=CC(=CC=C12)O[C@@H](C(N1CCCCC1)=O)CO)=O (R)-4-(2-chloro-4-fluorophenyl)-7-((3-hydroxy-1-oxo-1-(piperidin-1-yl)propan-2-yl)oxy)-2H-chromen-2-one